(R)-1-(5-(4-cyclohexylphenyl)-2-((S)-1-hydroxypropan-2-yl)-7-oxo-4,7-dihydropyrazolo[1,5-a]pyrimidine-3-carbonyl)pyrrolidine-3-carbonitrile C1(CCCCC1)C1=CC=C(C=C1)C=1NC=2N(C(C1)=O)N=C(C2C(=O)N2C[C@@H](CC2)C#N)[C@@H](CO)C